(S)-2-amino-N-((S)-4,11-diethyl-8-fluoro-4-hydroxy-3,14-dioxo-3,4,12,14-tetrahydro-1H-pyrano[3',4':6,7]indolizino[1,2-b]quinolin-9-yl)propanamide N[C@H](C(=O)NC1=CC=2C(=C3C(=NC2C=C1F)C1=CC2=C(C(N1C3)=O)COC([C@]2(O)CC)=O)CC)C